tert-butyl (R)-3-(7-fluoro-3-methyl-4-oxo-3,4-dihydroquinazolin-2-yl)piperidine-1-carboxylate FC1=CC=C2C(N(C(=NC2=C1)[C@H]1CN(CCC1)C(=O)OC(C)(C)C)C)=O